(2-(4-(6,7-Dimethoxyquinazolin-4-yl) piperazin-1-yl) ethyl) phosphonate hydrobromide Br.P(OCCN1CCN(CC1)C1=NC=NC2=CC(=C(C=C12)OC)OC)(O)=O